4,4'-diglycidyloxybiphenyl C(C1CO1)OC1=CC=C(C=C1)C1=CC=C(C=C1)OCC1CO1